2-(4-tert-butyl-5-chloro-2-methyl-phenyl)-4-oxo-1H-pyrido[2,3-d]pyridazine-5-carboxamide C(C)(C)(C)C1=CC(=C(C=C1Cl)C1=CC(C=2C(=CN=NC2C(=O)N)N1)=O)C